ClC1=CC2=C(S1)[C@]1(C[C@H](N[C@H](C1)C)C#C)OC[C@H]2O (2'S,4S,6'S,7S)-2-chloro-2'-ethynyl-6'-methyl-spiro[4,5-dihydrothieno[2,3-c]pyran-7,4'-piperidine]-4-ol